(2S,4R)-N-((R)-1-(4-carbamimidoylthiophen-2-yl)ethyl)-4-fluoro-4-(methoxymethyl)-1-((3-methyl-4-phenoxybenzoyl)glycyl)pyrrolidine-2-carboxamide C(N)(=N)C=1C=C(SC1)[C@@H](C)NC(=O)[C@H]1N(C[C@](C1)(COC)F)C(CNC(C1=CC(=C(C=C1)OC1=CC=CC=C1)C)=O)=O